COC1=CC=C(C(=O)C2=C(C=CC(=C2)OC2=CC=C(C=C2)N)C2=C(C=C(C=C2)OC2=CC=C(C=C2)N)C(C2=CC=C(C=C2)OC)=O)C=C1 2,2'-bis(4-methoxybenzoyl)-4,4'-bis(4-aminophenoxy)biphenyl